cis-3-chloro-5-{2-[4-[(4-methylsulfonylphenoxy)methyl]-2-methylpyrrolidin-1-yl]ethyl}benzonitrile ClC=1C=C(C#N)C=C(C1)CCN1[C@H](C[C@H](C1)COC1=CC=C(C=C1)S(=O)(=O)C)C